C(CCCCCCCC(C)C)OC(C)COC(C)CO dipropylene glycol monoisoundecyl ether